ClC1=CC(=C(C=C1)[C@H]1OC2=C(OC1)C=CC=C2C2CCN(CC2)CC2=NC1=C(N2C)C=C(C=C1OC)C(=O)O)F (R)-2-((4-(3-(4-Chloro-2-fluorophenyl)-2,3-dihydrobenzo[b][1,4]dioxin-5-yl)piperidin-1-yl)methyl)-4-methoxy-1-methyl-1H-benzo[d]imidazole-6-carboxylic acid